3-methyl-4-((5-methyl-3-nitropyridin-2-yl)oxy)aniline CC=1C=C(N)C=CC1OC1=NC=C(C=C1[N+](=O)[O-])C